2-({8-[4-amino-3-(trifluoromethyl)phenyl]-3-oxo-1H,2H,3H-benzo[e]isoindol-2-yl}methyl)prop-2-enamide NC1=C(C=C(C=C1)C=1C=CC2=C(C=3CN(C(C3C=C2)=O)CC(C(=O)N)=C)C1)C(F)(F)F